((1R,3S)-3-aminocyclohexyl)cyclopropanecarboxamide N[C@@H]1C[C@@H](CCC1)C1(CC1)C(=O)N